ClC=1C=C(C=CC1OC[C@H]1COCC1)NC=1C2=C(N=CN1)C=CC(=N2)N2[C@@H]1CN([C@H](C2)C1)C(C=C)=O 1-((1S,4S)-5-(4-((3-chloro-4-(((R)-tetrahydrofuran-3-yl)methoxy)phenyl)amino)pyrido[3,2-d]pyrimidin-6-yl)-2,5-diazabicyclo[2.2.1]heptan-2-yl)prop-2-en-1-one